tert-butyl 3-(4-chloro-7,7-dimethyl-5-oxo-5,7-dihydroindolo[1,2-a]quinazolin-10-yl)-8-azabicyclo[3.2.1]oct-2-ene-8-carboxylate ClC=1C=2C(N=C3N(C2C=CC1)C1=CC(=CC=C1C3(C)C)C3=CC1CCC(C3)N1C(=O)OC(C)(C)C)=O